1,1,1-trifluoro-2-(1-(4-methoxybenzyl)-5-methyl-3-(trifluoromethyl)-4,5-dihydro-1H-imidazo[1,5-a]pyrazolo[3,4-c]pyridin-7-yl)propan-2-ol FC(C(C)(O)C1=NC=C2N1C(CC1=C2N(N=C1C(F)(F)F)CC1=CC=C(C=C1)OC)C)(F)F